N1C(=NC2=C1C=CC=C2)CNC2=NC(=NC=1N2N=CC1Br)N1CC2(CC2C1)NC(OC(C)(C)C)=O tert-butyl [3-(4-{[(1H-benzimidazol-2-yl)methyl]amino}-8-bromopyrazolo[1,5-a][1,3,5]triazin-2-yl)-3-azabicyclo[3.1.0]hexan-1-yl]carbamate